OCC12CN(CC(CC1)N2C(=O)OCCCC)C(C2=CC=CC=C2)(C2=CC=CC=C2)C2=CC=CC=C2 butyl 1-(hydroxymethyl)-3-trityl-3,8-diazabicyclo[3.2.1]octane-8-carboxylate